ClC1=CC(=C(C=C1)NC(=O)[C@H]1N(CCC1)C1=NC(=CC(=C1)C(F)(F)F)C)F (S)-N-(4-chloro-2-fluorophenyl)-1-(6-methyl-4-(trifluoromethyl)pyridin-2-yl)pyrrolidine-2-carboxamide